5-(4-cyclohexylbutoxy)-6-methylsulfonylamino-N-carboxypropylisoindolin-1,3-dione C1(CCCCC1)CCCCOC=1C=C2C(N(C(C2=CC1NS(=O)(=O)C)=O)CCCC(=O)O)=O